N-(4-((10H-benzo[b]pyrido[2,3-e][1,4]oxazin-4-yl)oxy)phenyl)-5-(4-fluorophenyl)-4-oxo-1-((tetrahydro-2H-pyran-4-yl)methyl)-1,4-dihydropyridine-3-carboxamide N1=CC=C(C2=C1NC1=C(O2)C=CC=C1)OC1=CC=C(C=C1)NC(=O)C1=CN(C=C(C1=O)C1=CC=C(C=C1)F)CC1CCOCC1